3-{4-[(tert-butoxycarbonyl)amino]phenoxy}cyclobutane-1-carboxylic acid methyl ester COC(=O)C1CC(C1)OC1=CC=C(C=C1)NC(=O)OC(C)(C)C